C1(CC1)C1=CC(=NN1)N 5-CYCLOPROPYL-1H-PYRAZOL-3-YL-AMINE